5-(1-(dicyclopropylmethyl)-5-(3,5-dimethylisoxazol-4-yl)-1H-pyrrolo[2,3-b]pyridin-3-yl)-4-ethoxypicolinic acid C1(CC1)C(N1C=C(C=2C1=NC=C(C2)C=2C(=NOC2C)C)C=2C(=CC(=NC2)C(=O)O)OCC)C2CC2